COC1=CC=C(C=C1)CS(=O)(=O)C 1-methoxy-4-(methylsulfonylmethyl)benzene